N1(N=CC=C1)CC1=CC2=C(C(=NO2)NS(=O)(=O)C2=C(C=CC=C2)OC(F)(F)F)C(=C1)OC(F)F N-(6-((1H-pyrazol-1-yl)methyl)-4-(difluoromethoxy)benzo[d]isoxazol-3-yl)-2-(trifluoromethoxy)benzenesulfonamide